C(C)OC(CN(C(CNC(CNC(=O)OC(C)(C)C)=O)=O)CC(=O)OCC)=O.FC1=CC=C2C(=CC(=NC2=C1)C1=C(C=CC=C1)C)C(C(F)(F)F)C 7-fluoro-2-(o-tolyl)-4-(1,1,1-trifluoropropan-2-yl)quinoline Ethyl-2-[2-(2-{[(tert-butoxy)carbonyl]amino}acetamido)-N-(2-ethoxy-2-oxoethyl)acetamido]acetate